C(#N)C1=C(C=C(C=C1)NC([C@@](COC1CCN(CC1)C(=O)OC(C)(C)C)(C)O)=O)C(F)(F)F (S)-tert-butyl 4-(3-(4-cyano-3-(trifluoromethyl)phenylamino)-2-hydroxy-2-methyl-3-oxopropoxy)piperidine-1-carboxylate